4-[4-[4-[4-[4-amino-3-(4-phenoxyphenyl)pyrazolo[3,4-d]pyrimidin-1-yl]-1-piperidyl]-1-piperidyl]-1-piperidyl]piperidine-1-carboxylate NC1=C2C(=NC=N1)N(N=C2C2=CC=C(C=C2)OC2=CC=CC=C2)C2CCN(CC2)C2CCN(CC2)C2CCN(CC2)C2CCN(CC2)C(=O)[O-]